2-chloro-1-(5-methoxy-1H-pyrrolo[2,3-b]pyridin-3-yl)ethan-1-one ClCC(=O)C1=CNC2=NC=C(C=C21)OC